N-(4-(4-amino-5-(1-benzyl-1,2,3,6-tetrahydropyridin-4-yl)-7-methyl-7H-pyrrolo[2,3-d]pyrimidin-6-yl)phenyl)methacrylamide NC=1C2=C(N=CN1)N(C(=C2C=2CCN(CC2)CC2=CC=CC=C2)C2=CC=C(C=C2)NC(C(=C)C)=O)C